C1(=CC(=CC=C1)C1C2C3C4C=CC(C3C(C1)C2)C4)C 8-(m-tolyl)-tetracyclo[4.4.0.12,5.17,10]-3-dodecene